6-(Chloromethyl)-1-methyl-1H-benzo[d]imidazole ClCC=1C=CC2=C(N(C=N2)C)C1